FC1=C(C=C(C=C1)F)N1C(C(=C2N1CCCC2)C(=O)NC2=NC=C(C=C2)C2=NC=NC1=CC(=C(C=C21)OCCOC)OCCOC)=O (2,5-difluorophenyl)-N-(5-(6,7-bis(2-methoxyethoxy)quinazolin-4-yl)pyridin-2-yl)-2-oxo-1,2,4,5,6,7-hexahydropyrazolo[1,5-a]pyridine-3-carboxamide